FC(S(=O)(=O)OC=1N=CC2=C(C=CC=C2C1)Cl)(F)F (8-chloro-3-isoquinolyl) trifluoromethanesulfonate